O(C1=CC=CC=C1)C1=CC=C(C=C1)NC(C(=O)OCC)C(=O)OCC diethyl [(4-phenoxyphenyl)amino]propanediate